4-bromo-2-[3-(3-chloro-5-fluorophenyl)ureido]-N-(2-hydroxy-ethyl)benzamide BrC1=CC(=C(C(=O)NCCO)C=C1)NC(=O)NC1=CC(=CC(=C1)F)Cl